C1(=CC=CC2=CC=CC=C12)N1C=NN=C1 4-(naphthalene-1-yl)-4H-1,2,4-triazole